6-cyano-1-methyl-3-nitro-2-oxo-1,2-dihydro-1,5-naphthyridin-4-yl triflate O(S(=O)(=O)C(F)(F)F)C1=C(C(N(C2=CC=C(N=C12)C#N)C)=O)[N+](=O)[O-]